(2-chloro-6-fluorophenyl)-2-hydroxyacetic acid ClC1=C(C(=CC=C1)F)C(C(=O)O)O